(3R,4R)-3,4-dihydroxy-1-prop-2-enylpyrrolidine-2,5-dione O[C@H]1C(N(C([C@@H]1O)=O)CC=C)=O